4,6-dichloro-5-(dimethoxymethyl)-2-(methylthio)pyrimidine ClC1=NC(=NC(=C1C(OC)OC)Cl)SC